ethyl N-(2-aminoethyl)-N-methylglycinate NCCN(CC(=O)OCC)C